N1C(CNCC1)CO piperazine-2-ylmethanol